tributyl-6-hepten-1-yl-phosphonium C(CCC)[P+](CCCCCC=C)(CCCC)CCCC